2'-bromo-3-chloro-4-[(5-chloro-3-fluoropyridin-2-yl)(2H2)methoxy]-5',6-dimethyl-[1,4'-bipyridine]-2-one BrC1=NC=C(C(=C1)N1C(C(=C(C=C1C)OC([2H])([2H])C1=NC=C(C=C1F)Cl)Cl)=O)C